1-[(7-bromo-4-{[4-(phenylsulfonyl)piperazinyl]methyl}(2-quinolyl))amino]-3,4-dimethylazoline-2,5-dione BrC1=CC=C2C(=CC(=NC2=C1)NN1C(C(=C(C1=O)C)C)=O)CN1CCN(CC1)S(=O)(=O)C1=CC=CC=C1